NCC1=CC=C(C=C1)CN(C1=CC(=NN1C(C(CO)(C)C)=O)C1C(C(N(CC1)CC(=O)N1CCOCC1)=O)C)C 4-[5-({[4-(Aminomethyl)phenyl]methyl}(methyl)amino)-1-(3-hydroxy-2,2-dimethylpropanoyl)-1H-pyrazol-3-yl]-3-methyl-1-[2-(morpholin-4-yl)-2-oxoethyl]piperidin-2-on